BrN1CN(CC1(C)C)Br 1,3-Dibromo-5,5-dimethylimidazolidin